6-chloro-4-(methylamino)pyridine-3-carboxylic acid ethyl ester C(C)OC(=O)C=1C=NC(=CC1NC)Cl